ClC=1C=C(C=C2CCCC12)C1CC1 7-chloro-5-cyclopropyl-2,3-dihydro-1H-inden